FC=1C(=NC=C(C(=O)N)C1)OC1=CC=C(C=C1)C(C)C 5-fluoro-6-(4-isopropylphenoxy)nicotinamide